C1(CC1)OC1CC(N(C1)C(CNC(C1=CC=C(C=C1)OC1=CC=CC=C1)=O)=O)C(=O)N 4-cyclopropoxy-1-((4-phenoxybenzoyl)glycyl)pyrrolidine-2-carboxamide